4-(2-benzyloxy-ethyl)hex-5-enealdoxime C(C1=CC=CC=C1)OCCC(CCC=NO)C=C